4,4-difluorocyclohexyl-(methyl)-1-(3,3,3-trifluoropropyl)-1H-pyrazole-3-carboxamide FC1(CCC(CC1)C1=C(C(=NN1CCC(F)(F)F)C(=O)N)C)F